1-(2-methylbenzyl)pyrrolidin CC1=C(CN2CCCC2)C=CC=C1